(2-((2-(2,6-dioxopiperidin-3-yl)-1,3-dioxoisoindolin-4-yl)amino)ethoxy)ethylmethanesulfonic acid O=C1NC(CCC1N1C(C2=CC=CC(=C2C1=O)NCCOCCCS(=O)(=O)O)=O)=O